cis-Methyl 2-((3-(morpholine-4-carbonyl)-5-phenylpiperidin-1-yl)sulfonyl)thiazole-5-carboxylate N1(CCOCC1)C(=O)[C@@H]1CN(C[C@@H](C1)C1=CC=CC=C1)S(=O)(=O)C=1SC(=CN1)C(=O)OC